1-eicosanoyl-2-(9Z-hexadecenoyl)-glycero-3-phosphoserine CCCCCCCCCCCCCCCCCCCC(=O)OC[C@H](COP(=O)(O)OC[C@@H](C(=O)O)N)OC(=O)CCCCCCC/C=C\CCCCCC